C1=CC=CC=2C3=CC=CC=C3C(C12)COC(=O)N([C@@H](CCCCN(C(C1=CC=CC=C1)(C1=CC=CC=C1)C1=CC=CC=C1)C)C(=O)O)C N2-(((9H-fluoren-9-yl)methoxy)carbonyl)-N2,N6-dimethyl-N6-trityl-L-lysine